COC=1C=CC2=C(N=C(S2)C=2C=NC=CC2NC(OC(C)(C)C)=O)C1 Tert-butyl (3-(5-methoxybenzo[d]thiazol-2-yl)pyridin-4-yl)carbamate